tert-Butyl (2-(2-(4-bromopyridin-2-yl)-2-oxoethoxy)ethyl)carbamate BrC1=CC(=NC=C1)C(COCCNC(OC(C)(C)C)=O)=O